1-(5-bromo-3-pyridyl)piperazine BrC=1C=C(C=NC1)N1CCNCC1